4-(thiophen-2-yl)-3,6-dihydropyridine-1(2H)-carboxylic acid benzyl ester C(C1=CC=CC=C1)OC(=O)N1CCC(=CC1)C=1SC=CC1